(R)-N-((3-cyano-4-((4-(cycloheptylthio)-1-(dimethylamino)butan-2-yl)amino)-5-fluorophenyl)sulfonyl)-1-methoxycyclohexane-1-carboxamide C(#N)C=1C=C(C=C(C1N[C@@H](CN(C)C)CCSC1CCCCCC1)F)S(=O)(=O)NC(=O)C1(CCCCC1)OC